1-(4-nitrobenzyl)-1H-indole-6-carboxylic acid [N+](=O)([O-])C1=CC=C(CN2C=CC3=CC=C(C=C23)C(=O)O)C=C1